BrC1=CC=C(C=C1)[C@@H]1[C@@H]2CN(CC(CCN2[C@@H]1COC(C1=CC=CC=C1)(C1=CC=CC=C1)C1=CC=CC=C1)CN(C)C)C(=O)NC1=CC=C(C=C1)OC (8R,9R,10S)-9-(4-bromophenyl)-4-((dimethylamino)methyl)-N-(4-methoxyphenyl)-10-((trityloxy)methyl)-1,6-diazabicyclo[6.2.0]decane-6-carboxamide